BrC=1C=C(C=CC1)[C@@H](C(=O)O)NC(=O)OC(C)(C)C (S)-2-(3-bromophenyl)-2-((tert-butoxycarbonyl)amino)acetic acid